2-amino-1-(3-methoxy-2,6-dimethyl-phenyl)-5-nitro-pyrrolo[2,3-b]pyridine NC1=CC=2C(=NC=C(C2)[N+](=O)[O-])N1C1=C(C(=CC=C1C)OC)C